2'-[5-Fluoro-2-[[(3S,4S)-3-fluoro-1-methylsulfonylpiperidin-4-yl]amino]pyrimidin-4-yl]-3',5'-dimethylspiro[cyclopropane-1,6'-thieno[2,3-c]pyrrole]-4'-one FC=1C(=NC(=NC1)N[C@@H]1[C@H](CN(CC1)S(=O)(=O)C)F)C1=C(C2=C(C3(N(C2=O)C)CC3)S1)C